(R)-4-(1-methyl-1H-pyrazol-5-yl)-2-(3-methylmorpholino)pyrrolo[1,2-a]Pyrimidine-8-carboxylic acid ethyl ester C(C)OC(=O)C=1C=CN2C1N=C(C=C2C2=CC=NN2C)N2[C@@H](COCC2)C